(2R)-2-(6-{5-chloro-2-[(oxan-4-yl)amino]pyrimidin-4-yl}-1-oxo-2,3-dihydro-1H-isoindol-2-yl)-3-hydroxy-N-[(3-methoxyphenyl)-methyl]propanamide ClC=1C(=NC(=NC1)NC1CCOCC1)C1=CC=C2CN(C(C2=C1)=O)[C@@H](C(=O)NCC1=CC(=CC=C1)OC)CO